9-[(2R,3R,4S,5R)-3,4-dihydroxy-5-(hydroxymethyl)-tetrahydro-furan-2-yl]-1-methyl-purin-6-one O[C@H]1[C@@H](O[C@@H]([C@H]1O)CO)N1C=2N=CN(C(C2N=C1)=O)C